C(=CC1=CC=CC=C1)S(=O)(=O)O.C(C)N(CC)CC triethylamine styrenesulfonate salt